trimethyl-vinyl-tin C[Sn](C=C)(C)C